(S)-2-((4-(6-(benzofuran-2-ylmethoxy)pyridin-2-yl)piperazin-1-yl)methyl)-1-(oxetan-2-ylmethyl)-1H-benzo[d]imidazole-6-carboxylic acid O1C(=CC2=C1C=CC=C2)COC2=CC=CC(=N2)N2CCN(CC2)CC2=NC1=C(N2C[C@H]2OCC2)C=C(C=C1)C(=O)O